2-(4-(3-fluoro-5-methoxy-4-((1-trityl-1H-1,2,4-triazol-3-yl)methoxy)phenyl)-3-methyl-2-oxo-6-(trifluoromethyl)-2,3-dihydro-1H-benzo[d]imidazol-1-yl)-N-(3-methoxyphenyl)acetamide FC=1C=C(C=C(C1OCC1=NN(C=N1)C(C1=CC=CC=C1)(C1=CC=CC=C1)C1=CC=CC=C1)OC)C1=CC(=CC=2N(C(N(C21)C)=O)CC(=O)NC2=CC(=CC=C2)OC)C(F)(F)F